FC1=C(C(=CC=C1)F)C#CC1=NC=CC2=CC=C(C=C12)F 1-((2,6-difluorophenyl)ethynyl)-7-fluoroisoquinoline